tert-butyl 3-(4-[(4-chloro-2-(7-chloro-5-(trifluoromethyl)-1H-1,3-benzodiazol-2-yl)phenyl) sulfamoyl]piperazin-1-yl)azetidine-1-carboxylate ClC1=CC(=C(C=C1)NS(=O)(=O)N1CCN(CC1)C1CN(C1)C(=O)OC(C)(C)C)C1=NC2=C(N1)C(=CC(=C2)C(F)(F)F)Cl